2-(2-chloropyridine-3-yl)-N-{3-sulfamoyl-4-[3-(trifluoromethyl)-1H-1,2,4-triazol-1-yl]phenyl}acetamide ClC1=NC=CC=C1CC(=O)NC1=CC(=C(C=C1)N1N=C(N=C1)C(F)(F)F)S(N)(=O)=O